tert-butyl ((2-fluoro-5-(((1S,3S,5S)-5-methyl-2-((4-phenoxybutanoyl)glycyl)-2-azabicyclo[3.1.0]hexane-3-carboxamido)methyl)thiophen-3-yl)(imino)methyl)carbamate FC=1SC(=CC1C(=N)NC(OC(C)(C)C)=O)CNC(=O)[C@H]1N([C@H]2C[C@]2(C1)C)C(CNC(CCCOC1=CC=CC=C1)=O)=O